4-(4-t-butylphenyl)-2-(4-methoxyphenyl)pyrrole C(C)(C)(C)C1=CC=C(C=C1)C=1C=C(NC1)C1=CC=C(C=C1)OC